tert-butyl 3-(2-ethoxy-2-carbonylethyl)-3-hydroxypyrrolidine-1-carboxylate C(C)OC(CC1(CN(CC1)C(=O)OC(C)(C)C)O)=C=O